FC(F)(F)C1N=NC=2N1C1=CC=CC=C1NC2 (trifluoromethyl)-5H-[1,2,4]triazolo[4,3-a]quinoxaline